O1[C@H]2[C@@](CC1)(CCC2)N2N=C1N=C(C=NC1=C2)C2=C(C=C(C=C2C)C(F)(F)F)O 2-(2-((3aS,6aR)-hexahydro-3aH-cyclopenta[b]furan-3a-yl)-2H-pyrazolo[3,4-b]pyrazin-6-yl)-3-methyl-5-(trifluoromethyl)phenol